ClC1=C(C=CC=C1)C#CC1CN(C1)C(=O)OC(C)(C)C tert-Butyl 3-[2-(2-chlorophenyl)ethynyl]azetidine-1-carboxylate